2-[3-(Benzyloxymethyl)cyclobutoxy]acetamide C(C1=CC=CC=C1)OCC1CC(C1)OCC(=O)N